C(C)(C)(C)OC(=O)NC=1SC=C(N1)/C(/C(=O)O)=N/OC1(CCN(CC1)C)C(=O)OC(C)(C)C (2Z)-{2-[(tert-butoxycarbonyl)amino]-1,3-thiazol-4-yl}({[4-(tert-butoxycarbonyl)-1-methylpiperidin-4-yl]oxy}imino)acetic acid